2-(3,5-Difluoro-phenyl)-N-(2-dimethylamino-6-fluoro-4-oxo-4H-quinazolin-3-yl)-acetamide FC=1C=C(C=C(C1)F)CC(=O)NN1C(=NC2=CC=C(C=C2C1=O)F)N(C)C